2-(isopropylsulfonyl)ethyl-3-(trifluoromethyl)-1-((2-(trimethylsilyl)ethoxy)methyl)-1H-pyrrolo[2,3-b]pyridin-4-amine C(C)(C)S(=O)(=O)CCC1=C(C2=C(N=CC=C2N)N1COCC[Si](C)(C)C)C(F)(F)F